BrC=1NC(=NN1)CN1CCC(CC1)CC1=CC(=C(C=C1)Cl)Cl 1-((5-bromo-4H-1,2,4-triazol-3-yl)methyl)-4-(3,4-dichlorobenzyl)piperidine